ethyl 7-(2-(((tert-butyldimethylsilyl)oxy)methyl)thiazol-4-yl)imidazo[1,2-a]pyridine-3-carboxylate [Si](C)(C)(C(C)(C)C)OCC=1SC=C(N1)C1=CC=2N(C=C1)C(=CN2)C(=O)OCC